N1(CCCCC1)S(=O)(=O)C1=CC=C(C=C1)CNC(=O)C=1C=C2C=NNC2=CC1 N-{[4-(piperidine-1-sulfonyl)phenyl]methyl}-1H-indazole-5-carboxamide